4-(1-methylcyclopropyl)-N2-(4-(4-methylpiperazin-1-yl)phenyl)-5-(trifluoromethyl)thieno[2,3-d]pyrimidine-2,4-diamine CC1(CC1)C1(C2=C(N=C(N1)NC1=CC=C(C=C1)N1CCN(CC1)C)SC=C2C(F)(F)F)N